FC1=C(CC2=NC3=C(N2CCOC)C=C(C=C3)C(=O)O)C=CC(=C1)C1=NC(=CC=C1)OCC=1C(N(C=CC1)C)=O 2-(2-fluoro-4-(6-((1-methyl-2-oxo-1,2-dihydropyridin-3-yl)methoxy)pyridin-2-yl)benzyl)-1-(2-methoxyethyl)-1H-benzo[d]imidazole-6-carboxylic Acid